2-Bromo-4-pyridinecarboxylic acid BrC1=NC=CC(=C1)C(=O)O